6-fluoro-N-[7-methoxy-8-(3-morpholin-4-ylpropoxy)-2,3-dihydroimidazo[1,2-c]quinazolin-5-yl]nicotinamide FC1=NC=C(C(=O)NC2=NC=3C(=C(C=CC3C=3N2CCN3)OCCCN3CCOCC3)OC)C=C1